1-phenethyl-N3-phenyl-1H-1,2,4-triazole-3,5-diamine C(CC1=CC=CC=C1)N1N=C(N=C1N)NC1=CC=CC=C1